1-(5-(5-(benzyloxy)-6-(1,3-dioxolan-2-yl)pyridin-2-yl)pent-4-yn-1-yl)-quinuclidin-1-ium triflate [O-]S(=O)(=O)C(F)(F)F.C(C1=CC=CC=C1)OC=1C=CC(=NC1C1OCCO1)C#CCCC[N+]12CCC(CC1)CC2